C(=O)OC1=C(C=CC(=C1)N1C=NC=C1)C1=NC=C(N=C1)NC1CC(NC(C1)(C)C)(C)C 5-(1H-imidazol-1-yl)-2-{5-[(2,2,6,6-tetramethylpiperidin-4-yl)amino]pyrazin-2-yl}phenol formate